C(#N)C=1C=CC(=NC1)NC(=O)[C@H]1CC[C@H]2[C@@H]3CC[C@H]4C[C@@](CC[C@@]4([C@H]3CC[C@]12C)CC)(O)COCC (3R,5S,8S,9S,10S,13S,14S,17S)-N-(5-cyanopyridin-2-yl)-3-(ethoxymethyl)-10-ethyl-3-hydroxy-13-methylhexadecahydro-1H-cyclopenta[a]phenanthrene-17-carboxamide